[Zn+2].N1CCNCCCNCCNCCC1 1,4,8,11-tetraazacyclotetradecane zinc(II)